1-(4-(4-((4-([1,2,4]triazolo[1,5-a]pyridin-7-yloxy)-3-chloro-2-fluorophenyl)amino)pyrido[3,2-d]pyrimidin-6-yl)piperazin-1-yl)prop-2-en-1-one N=1C=NN2C1C=C(C=C2)OC2=C(C(=C(C=C2)NC=2C1=C(N=CN2)C=CC(=N1)N1CCN(CC1)C(C=C)=O)F)Cl